COC1=C(C=CC=C1)C1CCN(CC1)[C@H]1CC2(CN(C2)C=2SC=NN2)CC1 (R)-2-(6-(4-(2-methoxyphenyl)piperidin-1-yl)-2-azaspiro[3.4]octan-2-yl)-1,3,4-thiadiazole